ClC1=CC2=C(C=N1)C=C(N2S(=O)(=O)C)[C@@H]2N(CCC2)C(=O)OC(C)(C)C tert-butyl (2R)-2-[6-chloro-1-methanesulfonylpyrrolo[3,2-c]pyridin-2-yl]pyrrolidine-1-carboxylate